ethyl-5-bromo-3-fluoro-2-iodoisonicotinic acid C(C)C=1N=C(C(=C(C(=O)O)C1Br)F)I